C(C)(C)(C)OC(=O)N1CCC(CC1)C(F)(F)C1=C(C=C(C=C1)F)Cl 4-((2-chloro-4-fluorophenyl)difluoromethyl)piperidine-1-carboxylic acid tert-butyl ester